m-bromo-α-bromoacetophenone BrC=1C=C(C=CC1)C(CBr)=O